cyclopropylpyrimidin C1(CC1)C1=NC=CC=N1